The molecule is an unsaturated fatty acyl-CoA that results from the formal condensation of the thiol group of coenzyme A with the carboxy group of (2E,5E)-tetradecadienoic acid. It has a role as a rat metabolite. It is a long-chain fatty acyl-CoA and an unsaturated fatty acyl-CoA. It is a conjugate acid of a (2E,5E)-tetradecadienoyl-CoA(4-). CCCCCCCC/C=C/C/C=C/C(=O)SCCNC(=O)CCNC(=O)[C@@H](C(C)(C)COP(=O)(O)OP(=O)(O)OC[C@@H]1[C@H]([C@H]([C@@H](O1)N2C=NC3=C(N=CN=C32)N)O)OP(=O)(O)O)O